tetramethyl-dinaphthylamine CC1=C2C(=C(C(=C(C2=CC=C1)NC1=CC=CC2=CC=CC=C12)C)C)C